ClC1=C(C=CC(=C1)F)C1=CC(OC2=NC(=CC=C21)N(CCC(=O)O)C)=O 3-((4-(2-chloro-4-fluorophenyl)-2-oxo-2H-pyrano[2,3-b]pyridin-7-yl)(methyl)amino)propanoic acid